O=C1CC[C@@H](N1C(=O)[O-])C(=O)OCC1=CC=CC=C1 2-benzyl (R)-5-oxopyrrolidine-1,2-dicarboxylate